di(4-tert-butylphenyl)iodonium camphorquinonesulfonate C12(C(=O)C(=O)C(CC1)(C2(C)C)S(=O)(=O)[O-])C.C(C)(C)(C)C2=CC=C(C=C2)[I+]C2=CC=C(C=C2)C(C)(C)C